C(CCCCCCCCCCCCCCCC)(=O)O.CCCCCCCCCCCCCCCCCCCCCCCCCCC heptacosan margarate